N-(4-(((2,2,5-trimethyl-1,3-dioxan-5-yl)methyl)amino)-1,7-naphthyridin-3-yl)pentanamide CC1(OCC(CO1)(C)CNC1=C(C=NC2=CN=CC=C12)NC(CCCC)=O)C